isopropylaminomethyl-diphenylmethane C(C)(C)NCC(C1=CC=CC=C1)C1=CC=CC=C1